CN(C(=O)[C@@H]1CC[C@H]2N1C([C@H](CN(CC2)C(=O)C2=NNC1=CC=C(C=C21)C)NC(=O)C2=CC=C1C=CC(=CC1=C2)C(F)(F)P(O)(O)=O)=O)C ((7-(((5S,8S,10aR)-8-(dimethyl-carbamoyl)-3-(5-methyl-1H-indazole-3-carbonyl)-6-oxo-decahydro-pyrrolo[1,2-a][1,5]diazocin-5-yl)carbamoyl)naphthalen-2-yl)difluoro-methyl)phosphonic acid